6-((2-bromo-6-chloro-1-(1-ethyl-1H-pyrazol-4-yl)-1H-indol-3-yl)thio)picolinic acid BrC=1N(C2=CC(=CC=C2C1SC1=CC=CC(=N1)C(=O)O)Cl)C=1C=NN(C1)CC